5-(ethoxycarbonyl)-4-[(3-methoxyphenyl)carbonyl]-2,6-dimethyl-1,4-dihydropyridine-3-carboxylic acid ethyl ester C(C)OC(=O)C1=C(NC(=C(C1C(=O)C1=CC(=CC=C1)OC)C(=O)OCC)C)C